tert-butyl (S)-3-((2-chloro-9-ethyl-9H-purin-6-yl)amino)-pyrrolidine-1-carboxylate ClC1=NC(=C2N=CN(C2=N1)CC)N[C@@H]1CN(CC1)C(=O)OC(C)(C)C